2-(4-(Carboxymethyl)-2,5-dihydroxybenzamido)pyridin C(=O)(O)CC1=CC(=C(C(=O)NC2=NC=CC=C2)C=C1O)O